titanium (IV) iso-propoxide CC([O-])C.[Ti+4].CC([O-])C.CC([O-])C.CC([O-])C